FC1=C(C(=O)O)C=C(C=C1)NS(=O)(=O)CCC 2-fluoro-5-(propylsulfonylamino)benzoic acid